C1(=CC=CC=C1)C=1C(=C(C(=C(C1[2H])[2H])[2H])[2H])C1=CC=CC=C1 diphenyl-benzene-d4